C(C)(C)(C)OC(=O)N1CCC(CC1)(CCOC)N 4-amino-4-(2-methoxyethyl)piperidine-1-carboxylic acid tert-butyl ester